FC=1C=NC=C(C1S(=O)(=O)NC=1C(=NC=C(C1)C=1C=C2C(=NC=NC2=CC1)N1CC2CCC(C1)N2C(\C=C\C(C)=O)=O)OC)F 3,5-difluoro-N-(2-methoxy-5-(4-(8-((E)-4-oxopent-2-enoyl)-3,8-diazabicyclo[3.2.1]octan-3-yl)quinazolin-6-yl)pyridin-3-yl)pyridine-4-sulfonamide